FC(C(=O)O)(F)F.N[C@@H](C(=O)N[C@@H](C(=O)NC(C(=O)N1CCC(CC1)C(=O)O)CCCC)CC(F)(F)F)CC1=CC=CC=C1 [2-[[(2R)-2-[[(2R)-2-amino-3-phenyl-propionyl]amino]-4,4,4-trifluorobutanoyl]amino]hexanoyl]piperidine-4-carboxylic acid trifluoroacetate salt